C1(CCC1)C1CNCCC1 3-cyclobutylpiperidine